COC1=CC=NC2=C(C=CC=C12)S(=O)(=O)NC1=C(C=CC=C1)C#CC=1C=CC=NC1 5-{2-[2-(4-Methoxychinolin-8-sulfonamido)phenyl]ethynyl}pyridin